4-amino-N-methyl-N-((3R)-6-(methylsulfonyl)-2,3-dihydro-1-benzofuran-3-yl)-1,3-dihydrofuro[3,4-c][1,7]naphthyridine-8-carboxamide NC1=NC=2C=NC(=CC2C2=C1COC2)C(=O)N([C@H]2COC1=C2C=CC(=C1)S(=O)(=O)C)C